C(#N)C=1C=C(C=CC1)C1(OCC1(F)F)CNC(=O)[C@@H]1[C@H](C1)C1=CC=CC=C1 (1S,2S)-N-[[2-(3-cyanophenyl)-3,3-difluoro-oxetan-2-yl]methyl]-2-phenyl-cyclopropanecarboxamide